3-((5-(5-(difluoromethyl)-1,3,4-oxadiazole-2-yl)pyridine-2-yl)methyl)-1-(2-morpholinoethyl)quinazoline-2,4(1H,3H)-dione FC(C1=NN=C(O1)C=1C=CC(=NC1)CN1C(N(C2=CC=CC=C2C1=O)CCN1CCOCC1)=O)F